C(C)(=O)N[C@H]1[C@@H](O[C@@H]([C@@H]([C@@H]1O)O)CO)OCCCCC(=O)NCCCNC(CCCCCCCCCCC(=O)OC(C)(C)C)=O tert-butyl 12-((3-(5-(((2R,3R,4R,5R,6R)-3-acetamido-4,5-dihydroxy-6-(hydroxymethyl)tetrahydro-2H-pyran-2-yl)oxy)pentanamido)propyl)amino)-12-oxododecanoate